C(C1=CC=CC=C1)OC=1C=CC(=C(C1)C1=C(C=CC=C1)SC)\C=C\[N+](=O)[O-] (E)-(5'-(benzyloxy)-2'-(2-nitrovinyl)-[1,1'-biphenyl]-2-yl)(methyl)sulfane